OC1=C(C2=CC=C3C(=CC(=C4C=CC(=C1Br)C2=C43)Br)Br)Br hydroxy-1,3,6,8-tetrabromopyrene